ClC1=CC2=C(CCC3=C(N2CCCCN2C(C4=CC=CC=C4C2=O)=O)C=CC(=C3)OCCOC)C=C1 2-{4-[7-chloro-2-(2-methoxy-ethoxy)-10,11-dihydro-5H-dibenzo[b,f]azepin-5-yl]-butyl}-isoindole-1,3-dione